NC=1C(=NC=CC1)C=O 3-Aminopyridinecarboxaldehyde